4-chloro-2-(2-methyl-5-nitrophenyl)-2H-1,2,3-triazole ClC1=NN(N=C1)C1=C(C=CC(=C1)[N+](=O)[O-])C